(4-((3R,4R)-3-Methoxytetrahydro-pyran-4-ylamino)piperidin-1-yl)(5-methyl-6-(((2R,6S)-6-(p-tolyl)tetrahydro-2H-pyran-2-yl)methylamino)pyrimidin-4-yl)methanone esylate S(=O)(=O)(O)CC.CO[C@H]1COCC[C@H]1NC1CCN(CC1)C(=O)C1=NC=NC(=C1C)NC[C@@H]1O[C@@H](CCC1)C1=CC=C(C=C1)C